1-((3s,4r)-4-(3,5-difluorophenyl)-1-(1H-pyrazol-3-yl)pyrrolidin-3-yl)-3-(3-ethoxy-4-methyl-1-phenyl-1H-pyrazol-5-yl)urea FC=1C=C(C=C(C1)F)[C@H]1[C@@H](CN(C1)C1=NNC=C1)NC(=O)NC1=C(C(=NN1C1=CC=CC=C1)OCC)C